(E)-7-(3-(2-chlorobenzylidene)-2,5-dioxopyrrolidinyl)heptanoate ClC1=C(\C=C/2\C(N(C(C2)=O)CCCCCCC(=O)[O-])=O)C=CC=C1